FC(C(=O)C1=CC=CC2=CC=CC=C12)(F)F 2,2,2-trifluoro-1-(1-naphthyl)ethanone